COC=1C=C2C(=NC(=NC2=CC1)C)SCC(=O)C1=CC=C(S1)CNC(CN1CCCC1)=O N-((5-(2-((6-methoxy-2-methylquinazolin-4-yl)thio)acetyl)thiophen-2-yl)methyl)-2-(pyrrolidin-1-yl)acetamide